FC(C(CC(F)(F)F)F)F 1,1,2,4,4,4-hexafluorobutane